2-chloro-4-(1-(4-(difluoromethyl)-4H-1,2,4-triazol-3-yl)-3-methylcyclobutyl)-6-ethoxypyridine ClC1=NC(=CC(=C1)C1(CC(C1)C)C1=NN=CN1C(F)F)OCC